5-[4-cyclopropyl-6-(difluoromethoxy)pyrimidin-5-yl]-3-[[4-[1-methyl-4-(trifluoromethyl)imidazol-2-yl]phenyl]methyl]-1H-pyrazolo[4,3-d]pyrimidine C1(CC1)C1=NC=NC(=C1C=1N=CC2=C(N1)C(=NN2)CC2=CC=C(C=C2)C=2N(C=C(N2)C(F)(F)F)C)OC(F)F